methyl-1,6-dihydropyridine-3-carboxamide CN1C=C(C=CC1)C(=O)N